(2S,3S,4R,5R)-2-((S)-(5,6-dihydro-4H-cyclopenta[d]thiazol-2-yl)(hydroxy)methyl)-5-(4-methyl-7H-pyrrolo[2,3-d]pyrimidin-7-yl)tetrahydrofuran-3,4-diol S1C(=NC2=C1CCC2)[C@H]([C@H]2O[C@H]([C@@H]([C@@H]2O)O)N2C=CC1=C2N=CN=C1C)O